BrCCOCCOC1=CC=C(C=C1)C=1C=CC(=C(C1)C=1C(CC(CC1OCC)(C)C)=O)C 2-[5-[4-[2-(2-bromoethoxy)ethoxy]phenyl]-2-methyl-phenyl]-3-ethoxy-5,5-dimethyl-cyclohex-2-en-1-one